C(#N)C=1C=CC=2C3=C(NC2C1)C(=C(C=N3)C(=O)NC3CC(C3)NC(OC)=O)NC(C)C methyl ((1R,3R)-3-(7-cyano-4-(isopropylamino)-5H-pyrido[3,2-b]indole-3-carboxamido)cyclobutyl)carbamate